5-Chloro-N4-[2-(isopropylsulfonyl)phenyl]-N2-[2-methoxy-4-[4-(4-methylpiperazin-1-yl)piperidin-1-yl]phenyl]pyrimidine-2,4-diamine ClC=1C(=NC(=NC1)NC1=C(C=C(C=C1)N1CCC(CC1)N1CCN(CC1)C)OC)NC1=C(C=CC=C1)S(=O)(=O)C(C)C